C(C1=CC=CC=C1)N1C([C@@H](N(C([C@@H]1COC(C)(C)C)=O)C)C)=O (3S,6S)-1-benzyl-6-(tert-Butoxymethyl)-3,4-dimethylpiperazine-2,5-dione